P(=O)([O-])(Cl)Cl Dichlorophosphat